6-cyano-2-phenyl-2-(m-tolyl)hexanoic acid methyl ester COC(C(CCCCC#N)(C=1C=C(C=CC1)C)C1=CC=CC=C1)=O